FC1(CN(C[C@@H](C1)N1C(CCC1)=O)C(=O)OC=1C=NC(=NC1)Cl)F 2-chloropyrimidin-5-yl (5R)-3,3-difluoro-5-(2-oxopyrrolidin-1-yl)piperidine-1-carboxylate